5-cyclopropyl-3-[(1-methyl-2,2-dioxo-3H-2,1-benzothiazol-5-yl)amino]-6-(3-methylimidazo[4,5-c]pyridin-7-yl)pyrazine-2-carboxamide C1(CC1)C=1N=C(C(=NC1C=1C2=C(C=NC1)N(C=N2)C)C(=O)N)NC=2C=CC1=C(CS(N1C)(=O)=O)C2